6-(bromomethyl)-1-(2,2-difluoroethyl)-1H-pyrazolo[3,4-b]pyridine BrCC1=CC=C2C(=N1)N(N=C2)CC(F)F